O1C(=NC2=C1C=CC=C2)C2=C(C(=C(C(=C2C2=CC=C(C=C2)N2C1=CC=C(C=C1C=1C=C(C=CC21)C)C)C2=CC=C(C=C2)N2C1=CC=C(C=C1C=1C=C(C=CC21)C)C)C#N)C2=CC=C(C=C2)N2C1=CC=C(C=C1C=1C=C(C=CC21)C)C)C2=CC=C(C=C2)N2C1=CC=C(C=C1C=1C=C(C=CC21)C)C 6'-(benzo[d]oxazol-2-yl)-4,4''-bis(3,6-dimethyl-9H-carbazol-9-yl)-4',5'-bis(4-(3,6-dimethyl-9H-carbazol-9-yl)phenyl)-[1,1':2',1''-terphenyl]-3'-carbonitrile